1-(furan-3-yl)-6-methyl-2-oxopyridine-3-carboxamide O1C=C(C=C1)N1C(C(=CC=C1C)C(=O)N)=O